FC=1C=C2C(C(=CN(C2=NC1N1CC(C1)=O)C=1SC=CN1)C(=O)O)=O 6-fluoro-4-oxo-7-(3-oxoazetidin-1-yl)-1-(1,3-thiazol-2-yl)-1,4-dihydro-1,8-naphthyridine-3-carboxylic acid